CC1CCCCC1 4-methyl-cyclohexane